C(OCC([C@H](C[C@H]1C(N(CC1)C(C)=O)=O)NC([C@@H](NC(=O)C=1NC2=CC=CC(=C2C1)OC)CC(C)C)=O)=O)(OC)=O (3S)-4-[(3S)-1-acetyl-2-oxopyrrolidin-3-yl]-3-({N-[(4-methoxy-1H-indol-2-yl) carbonyl]-L-leucyl} amino)-2-oxobutyl methyl carbonate